N-(4,5-dimethyl-2-(phenylselanyl)phenethyl)picolinamide CC1=CC(=C(CCNC(C2=NC=CC=C2)=O)C=C1C)[Se]C1=CC=CC=C1